(1r,3r)-3-((4-methoxy-5-(1-methyl-1H-benzo[d][1,2,3]triazol-6-yl)pyrrolo[2,1-f][1,2,4]triazin-2-yl)amino)-N-(2-methoxyethyl)-1-methylcyclobutane-1-carboxamide COC1=NC(=NN2C1=C(C=C2)C=2C=CC1=C(N(N=N1)C)C2)NC2CC(C2)(C(=O)NCCOC)C